C(#N)CC1CCC(CC1)N1C(=NC=2C1=C1C(=NC2)NC=C1)CC(=O)N1CCC(CC1)C#N 1-(2-(1-((1r,4r)-4-(cyanomethyl)cyclohexyl)-1,6-dihydroimidazo[4,5-d]pyrrolo[2,3-b]pyridin-2-yl)acetyl)piperidine-4-carbonitrile